C(C)OCCC(C(=O)O)=C.C(C=C)(=O)OCCOCC ethoxyethyl acrylate (ethoxyethyl acrylate)